2-((2,5-difluoro-4-iodophenyl)amino)-3,4-difluoro-5-vinylbenzoic acid methyl ester COC(C1=C(C(=C(C(=C1)C=C)F)F)NC1=C(C=C(C(=C1)F)I)F)=O